anti-methyl-cytosine CNC1=NC(NC=C1)=O